1-(3-(4-methoxyphenyl)prop-2-yne-1-yl)-1H-indole COC1=CC=C(C=C1)C#CCN1C=CC2=CC=CC=C12